methyl 2-((Z)-16-chloro-1-((2S,3S)-1-methyl-5-oxo-2-(pyridin-3-yl)pyrrolidin-3-yl)-1-oxo-5,8,11,14-tetraoxa-2-azaheptadec-16-en-17-yl)isonicotinate Cl\C(\COCCOCCOCCOCCNC(=O)[C@@H]1[C@H](N(C(C1)=O)C)C=1C=NC=CC1)=C/C=1C=C(C(=O)OC)C=CN1